BrCCCOC1=C(C=C(C=C1)C(=O)C1=CC=C(C=C1)F)CCC (4-(3-bromopropoxy)-3-propylphenyl)(4-fluorophenyl)methanone